4-(4-allyl-2-methoxyphenoxy)phthalonitrile C(C=C)C1=CC(=C(OC=2C=C(C(C#N)=CC2)C#N)C=C1)OC